COC1=CC=C(CNC2=NC=C(C=3C2=NON3)NC(C(=O)OCC)=O)C=C1 ethyl 2-((4-((4-methoxybenzyl) amino)-[1,2,5]oxadiazolo[3,4-c]pyridin-7-yl) amino)-2-oxoacetate